OC(COC1=CC=C(C(/C=C/C2=CC=C(C=C2)OC)=O)C=C1)CNC 4'-[2-Hydroxy-3-methylamino-propoxy]-4-methoxy-chalcone